(2S)-1-(4-bromophenyl)-4-methyl-2-(methylamino)pentane-1-ol hydrochloride Cl.BrC1=CC=C(C=C1)C([C@H](CC(C)C)NC)O